(E)-N'-cyano-N-((1,2,3,5,6,7-hexahydro-s-indacen-4-yl)carbamoyl)-2-((S)-1-isopropyl-2-methylpyrrolidin-2-yl)ethene-1-sulfonimidamide C(#N)N=S(=O)(NC(NC1=C2CCCC2=CC=2CCCC12)=O)\C=C\[C@]1(N(CCC1)C(C)C)C